OCCS(=O)(=O)[O-] 2-hydroxyethanesulphonate